C(C)(=O)N(C1=C(C=C(C=C1)C1=CC=C(C=N1)C(=O)NCC1=CSC=C1)Cl)CC1CC1 6-[4-[Acetyl(cyclopropylmethyl)amino]-3-chloro-phenyl]-N-(3-thienylmethyl)pyridine-3-carboxamide